7-(3-nitropyridin-4-yl)-4,7-diazaspiro[2.5]octane-4-carboxylate [N+](=O)([O-])C=1C=NC=CC1N1CCN(C2(CC2)C1)C(=O)[O-]